C(C)(C)(C)OC(=O)N1C2CN(CC1CC2)C2=NC(=C(C1=C(C(=C(C=C21)Cl)Br)F)C)C.C(CC)[S+](CCC)CCC tri-n-propyl-sulfonium tert-butyl-3-(6-bromo-7-chloro-5-fluoro-3,4-dimethyl-1-isoquinolyl)-3,8-diazabicyclo[3.2.1]octane-8-carboxylate